ClC1=CC=C(C=C1)C=1C=C(C(N(N1)C=1C=NNC1)=O)C(=O)N[C@@H](C)C(C)(C)O 6-(4-chlorophenyl)-N-[(2S)-3-hydroxy-3-methylbut-2-yl]-3-oxo-2-(1H-pyrazol-4-yl)-2,3-dihydropyridazine-4-carboxamide